C(#N)[C@H](C[C@H]1C(NCC1)=O)NC([C@H](CC(C)C)NC(=O)C=1NC2=C(C=CC=C2C1)C(C)C)=O N-[(2S)-1-({(1S)-1-cyano-2-[(3S)-2-oxopyrrolidin-3-yl]ethyl}amino)-4-methyl-1-oxopentan-2-yl]-7-(propan-2-yl)-1H-indole-2-carboxamide